C1(=CC=CC2=CC3=CC=CC=C3C=C12)NC(C=C)=O Acrylic Acid Anthracenylamide